Methyl (S)-2-(N-allyl-2-((S)-5-oxo-1-(2,3,5-trifluorobenzyl)pyrrolidin-2-yl)acetamido)-3-cyclopropylpropanoate C(C=C)N(C(C[C@H]1N(C(CC1)=O)CC1=C(C(=CC(=C1)F)F)F)=O)[C@H](C(=O)OC)CC1CC1